ClC1=NC=CC(=N1)OC(C)C 2-chloro-4-isopropoxy-pyrimidine